O1C[C@H](CC1)N1C2=NC(=NC=C2N=C1NC1=C(C=C(C=C1F)F)F)N[C@@H]1CC[C@H](CC1)O trans-4-[[9-[(3S)-Tetrahydro-3-furanyl]-8-[(2,4,6-trifluorophenyl)amino]-9H-purin-2-yl]amino]cyclohexaneol